CS(=O)(=O)O[C@@H]1CN(CC1)C(=O)OCCCC 1-Butyl (3S)-3-methylsulfonyloxypyrrolidine-1-carboxylate